C1=CC(=CC=C1C(=O)O)N=C=S The molecule is the isothiocyanate formed by substitution of an S=C=N- group at the para-position of benzoic acid. It derives from a benzoic acid. It is a conjugate acid of a 4-isothiocyanatobenzoate.